NC=1C(NC2=CC(=CN=C2C1Br)Cl)=O 3-Amino-4-bromo-7-chloro-1H-1,5-naphthyridin-2-one